N1C(=CC2=CC=CC=C12)C(=O)N1CC=2C(=NN3C2C(N(C2(C3)CC2)C)=O)CC1 2'-(1H-indole-2-carbonyl)-9'-methyl-1',2',3',4'-tetrahydro-7'H-spiro[cyclopropane-1,8'-pyrido[4',3':3,4]pyrazolo[1,5-a]pyrazin]-10'(9'H)-one